C1(=CC=CC=C1)NC=1C(N(C(C1)=O)CC1CCOCC1)=O 3-(phenylamino)-1-((tetrahydro-2H-pyran-4-yl)methyl)-1H-pyrrole-2,5-dione